C(C)(C)(C)P(C1=CC=CC=C1)C(C)(C)C di-tert-butylphenylphosphine